C(CCCCCCCCCCC)OC1=CC=C(C[N+](C)(C)[O-])C=C1 p-Dodecyloxybenzyl-dimethylamin-N-oxid